phosphonic acid bis-trifluoroacetate FC(C(=O)O)(F)F.FC(C(=O)O)(F)F.P(O)(O)=O